2-aminoquinazoline-4(3H)-one NC1=NC2=CC=CC=C2C(N1)=O